2-(cyclopropylmethyl)-5-(trifluoromethyl)pyrazole-3-sulfonyl chloride C1(CC1)CN1N=C(C=C1S(=O)(=O)Cl)C(F)(F)F